FC(C(=O)O)(F)F.N=1CN(C=CC1)C#N Pyrimidine-3-carbonitrile monotrifluoroacetate salt